C(C)(C)(C)OC(=O)N1C(C2(C(C1)(F)F)NC(OCC2)=O)CC2=C(C(=CC=C2)Cl)F 1-[(3-chloro-2-fluorophenyl)methyl]-4,4-difluoro-7-oxo-8-oxa-2,6-diazaspiro[4.5]decane-2-carboxylic acid tert-butyl ester